1,1'-[4,8-Bis[4-chloro-5-(2-ethylhexyl)-2-thienyl]benzo[1,2-b:4,5-b']dithiophene-2,6-diyl]bis[1,1,1-trimethylstannane] ClC=1C=C(SC1CC(CCCC)CC)C1=C2C(SC(=C2)[Sn](C)(C)C)=C(C2=C1SC(=C2)[Sn](C)(C)C)C=2SC(=C(C2)Cl)CC(CCCC)CC